N-acrylvaline C(=O)(C=C)N[C@@H](C(C)C)C(=O)O